FC=1C=C(C=CC1C=1C=NC(=CC1)C=1N=NN(N1)CCC)N1C(O[C@H](C1)C(CC)O)=O (R)-3-(3-fluoro-4-(6-(2-propyl-2H-tetrazol-5-yl)pyridin-3-yl)phenyl)-5-(1-hydroxypropyl)oxazolidin-2-one